C(C)S(=O)=NCC1CN(C1)C=1C=CC(=C2C=C(N=CC12)NC1=NC(=NC=C1)N1C[C@H]([C@H](CC1)OC)F)C(C)C (S)-ethyl({1-[3-({2-[(3R,4S)-3-fluoro-4-methoxy-piperidin-1-yl]pyrimidin-4-yl}amino)-5-(propan-2-yl)isoquinolin-8-yl]azetidin-3-yl}methyl)imino-λ6-sulfanone